1-(5-(4-amino-1-(1-methyl-piperidin-3-yl)-1H-pyrazolo-[3,4-d]pyrimidin-3-yl)imidazo-[1,2-a]pyridin-8-yl)-3-(5-(1-(trifluoromethyl)cyclopropyl)-isoxazol-3-yl)urea NC1=C2C(=NC=N1)N(N=C2C2=CC=C(C=1N2C=CN1)NC(=O)NC1=NOC(=C1)C1(CC1)C(F)(F)F)C1CN(CCC1)C